ClC1=C(C=NC(=C1)Cl)C(=O)N 4,6-dichloropyridine-3-amide